S1C=NC2=C1C=C(C=C2)CC=2C(C1=CC=CC=C1C(C2C)=O)=O 2-(benzo[d]thiazol-6-ylmethyl)-3-methylnaphthalene-1,4-dione